C(C)(=O)OC(COCCCC)C propylene glycol monoButyl ether acetate